FC(C=1C=CC(=NC1)NC1=NC=C(C(=O)N)C=C1)(F)F 6-((5-(trifluoromethyl)pyridin-2-yl)amino)nicotinamide